BrC1=C2C3(CNC(C2=CC(=C1)CCl)=O)C(C3)(F)F 5'-bromo-7'-(chloromethyl)-2,2-difluoro-2',3'-dihydro-1'H-spiro[cyclopropane-1,4'-isoquinoline]-1'-one